1-(5-(1-Hydroxy-3-(4-(m-tolyl)piperazin-1-yl)propyl)indolin-1-yl)ethan-1-one OC(CCN1CCN(CC1)C=1C=C(C=CC1)C)C=1C=C2CCN(C2=CC1)C(C)=O